ClC1=C(C=CC=C1C1C(NC(CC1)=O)=O)C1=CC=C(C=C1)C1COC1 3-(2-chloro-4'-(oxetan-3-yl)-[1,1'-biphenyl]-3-yl)piperidine-2,6-dione